C(C)(C)N(C(C)C)C[Si](OCC)(OCC)OCC N,N-diisopropylaminomethyl-triethoxysilane